((4,6-dimethyl-2-oxo-1,2-dihydropyridin-3-yl)methyl)-5-(trans-3-(cis-2,6-dimethylmorpholino)cyclobutoxy)-2-methyl-3-((tetrahydrofuran-3-yl)amino)benzamide CC1=C(C(NC(=C1)C)=O)CC1=C(C(=C(C(=O)N)C=C1O[C@@H]1C[C@H](C1)N1C[C@@H](O[C@@H](C1)C)C)C)NC1COCC1